(R)-2-(3-(1-aminoethyl)phenyl)-2,2-difluoroethane-1-ol N[C@H](C)C=1C=C(C=CC1)C(CO)(F)F